FC=1C=C2C(=NNC2=CC1OCCOC)C1=CC(=NO1)C1=CC=C(C=C1)N1CCS(CC1)(=O)=O 4-(4-{5-[5-Fluoro-6-(2-methoxyethoxy)-1H-indazol-3-yl]-1,2-oxazol-3-yl}phenyl)-1lambda6-thiomorpholin-1,1-dion